1-(5-(4-amino-6-(trifluoromethyl)nicotinoyl)-2-(4-cyclopropyl-2-(trifluoromethyl)phenyl)-2,3,4,5,5a,6,8,9-octahydro-7H-1,2,5,7-tetraazabenzo[cd]azulen-7-yl)prop-2-en-1-one NC1=CC(=NC=C1C(=O)N1CCC=2N(N=C3CCN(CC1C23)C(C=C)=O)C2=C(C=C(C=C2)C2CC2)C(F)(F)F)C(F)(F)F